BrCC1[C@H]2OC3=C([C@@H](N1C(=O)OC(C)(C)C)C2)C=CC=C3 tert-butyl (2S,5S)-3-(bromomethyl)-2,3-dihydro-2,5-methanobenzo[f][1,4]oxazepine-4(5H)-carboxylate